3-((4-hydroxypiperidin-4-yl)methyl)pyrrolo[2,1-f][1,2,4]triazin-4(3H)-one trifluoroacetic acid salt FC(C(=O)O)(F)F.OC1(CCNCC1)CN1C=NN2C(C1=O)=CC=C2